FC1=C(C(=CC(=C1)OC1CC2(C1)CCC(CC2)N(C)C)F)C2=NN1C(N=CC=C1NC(C)C(C)C)=N2 2,6-difluoro-4-((7-(dimethylamino)spiro[3.5]non-2-yl)oxy)phenyl-N-(3-methylbutan-2-yl)-[1,2,4]triazolo[1,5-a]pyrimidin-7-amine